O=C1NC(CC2=CC(=CC=C12)NC(=O)C1=CC=C(CN2N=C(C(=C2C)CC(=O)OC)C)C=C1)=O Methyl 2-(1-(4-((1,3-dioxo-1,2,3,4-tetrahydroisoquinolin-6-yl)carbamoyl)benzyl)-3,5-dimethyl-1H-pyrazol-4-yl)acetate